C(CC)C1=CC=C(C=C1)C(O)(C1=CC=C(C=C1)CCC)C1=CC=C(C=C1)CCC tris(4-propylphenyl)methanol